COC1=C(C=CC=C1)P(=O)(CCP(=O)(C1=CC=CC=C1)C1=C(C=CC=C1)OC)C1=CC=CC=C1 1,2-bis[(2-methoxyphenyl)phenylphosphinyl]ethane